tris(4-(1H-imidazole-1-yl)phenyl)amine N1(C=NC=C1)C1=CC=C(C=C1)N(C1=CC=C(C=C1)N1C=NC=C1)C1=CC=C(C=C1)N1C=NC=C1